COC(C(C(=O)OC)=CNC1=CN=C(S1)Br)=O 2-(((2-bromothiazol-5-yl)amino)methylene)malonic acid dimethyl ester